4-(di-thienyl-amino)cyclohexanone S1C(=CC=C1)N(C1CCC(CC1)=O)C=1SC=CC1